6-Chloro-pyridine-3-sulfonyl-3-aza-bicyclo[3.1.0]hexane-6-carboxylic acid methylamide CNC(=O)C1C2CNCC12S(=O)(=O)C=1C=NC(=CC1)Cl